9,9'-(5-(4,6-diphenyl-1,3,5-triazin-2-yl)-1,3-phenylene)bis(3,6-bis(dibenzo[b,d]thiophen-2-yl)-9H-carbazole) C1(=CC=CC=C1)C1=NC(=NC(=N1)C1=CC=CC=C1)C=1C=C(C=C(C1)N1C2=CC=C(C=C2C=2C=C(C=CC12)C1=CC2=C(SC3=C2C=CC=C3)C=C1)C1=CC3=C(SC2=C3C=CC=C2)C=C1)N1C2=CC=C(C=C2C=2C=C(C=CC12)C1=CC2=C(SC3=C2C=CC=C3)C=C1)C1=CC3=C(SC2=C3C=CC=C2)C=C1